FC(C1(CC1)CN1C[C@@H](CC1)NC(OC(C)(C)C)=O)(F)F tert-butyl (R)-(1-((1-(trifluoromethyl)cyclopropyl)methyl)pyrrolidin-3-yl)carbamate